CN(C=1C=C(C=CC1)NC(C(C)C)=O)CC1=CN=CN1COCC[Si](C)(C)C N-(3-(methyl((1-((2-(trimethylsilyl)ethoxy)methyl)-1H-imidazol-5-yl)methyl)amino)phenyl)isobutyramide